methyl(phenyl)(((1-(4-(5-(trifluoromethyl)-1,2,4-oxadiazol-3-yl)phenyl)-1H-pyrazol-4-yl)methyl)imino)-λ6-sulfanone CS(=O)(=NCC=1C=NN(C1)C1=CC=C(C=C1)C1=NOC(=N1)C(F)(F)F)C1=CC=CC=C1